FC1=C(C=CC(=C1)NC(=O)NC1=CC(=CC=C1)C(F)(F)F)C1=CC=C(C=2C(N=CC12)=O)C(=O)O 7-(2-fluoro-4-(3-(3-(trifluoromethyl)phenyl)ureido)phenyl)-3-oxoisoindole-4-carboxylic acid